BrC1=C(C#N)C=C(C=C1O)Cl 2-bromo-5-chloro-3-hydroxy-benzonitrile